NC1=NC=CC(=C1)C=1SC=C(N1)C(=O)N 2-(2-aminopyridin-4-yl)thiazole-4-carboxamide